FC/C=C/C(=O)NC1=CC(=C(C=C1)F)NC1=NC(=NC=C1C1=CC=C(C=C1)CC(F)(F)F)NC=1C=NN(C1)C (E)-4-fluoro-N-(4-fluoro-3-((2-((1-methyl-1H-pyrazol-4-yl)amino)-5-(4-(2,2,2-trifluoroethyl)phenyl)pyrimidin-4-yl)amino)phenyl)but-2-enamide